C(C)OC(=O)C1=C(C2=C(N=C(S2)C)N1C)C=O 6-formyl-2,4-dimethyl-4H-pyrrolo[2,3-d]Thiazole-5-carboxylic acid ethyl ester